(S)-2-amino-2-((1r,4S)-4-methylcyclohexyl)-N-(4-(((3R,5S)-2-oxo-5-(trifluoromethyl)pyrrolidin-3-yl)oxy)pyridin-2-yl)acetamide N[C@H](C(=O)NC1=NC=CC(=C1)O[C@H]1C(N[C@@H](C1)C(F)(F)F)=O)C1CCC(CC1)C